6-(1-(8-azabicyclo[3.2.1]octan-3-yl)piperidin-4-yl)-2-(3,4-dimethoxyphenyl)-4-methyl-1H-benzo[d]imidazole dihydrochloride Cl.Cl.C12CC(CC(CC1)N2)N2CCC(CC2)C=2C=C(C1=C(NC(=N1)C1=CC(=C(C=C1)OC)OC)C2)C